CP(CCCCCCCCCCCC)(C)CCCP([O-])(=O)[O-] 3-[P,P-dimethyl-P-dodecylphosphino]-propane-1-phosphonate